C[C@@]1(C=C)CC[C@@H]([C@@](CCC=C(C)C)(O)C)O1 (3S,6S,7R)-3,7,11-trimethyl-3,6-epoxy-1,10-dodecadien-7-ol